N1N=CC(=C1)C1=CC=C(C=C1)NC1=NC(=NC=C1)C1=CC=C2C=C(NC2=C1)C(=O)N1CC(C1)=NO (6-(4-((4-(1H-pyrazol-4-yl)phenyl)amino)pyrimidin-2-yl)-1H-indol-2-yl)(3-(hydroxyimino)azetidin-1-yl)methanone